COC1=C(CNS(=O)(=O)C2=C(C=CC(=C2)[N+](=O)[O-])N2N=C(N=C2)C(F)(F)F)C=CC(=C1)OC N-(2,4-dimethoxybenzyl)-5-nitro-2-[3-(trifluoromethyl)-1H-1,2,4-triazol-1-yl]benzenesulfonamide